FC1(CC(C1)N1N=C(C=2C1=NC(=CC2)NC(C2=C(C=C(C=C2)NS(=O)(=O)CCO)N2CCC1(CC1)CC2)=O)F)F N-(1-(3,3-difluorocyclobutyl)-3-fluoro-1H-pyrazolo[3,4-b]pyridin-6-yl)-4-((2-hydroxyethyl)sulfonylamino)-2-(6-azaspiro[2.5]oct-6-yl)benzamide